(S)-5-(6-(2-hydroxy-6-methyl-4-(trifluoromethyl)phenyl)-2H-pyrazolo[3,4-b]pyridin-2-yl)-1-isopropylpiperidin-2-one OC1=C(C(=CC(=C1)C(F)(F)F)C)C=1C=CC=2C(N1)=NN(C2)[C@H]2CCC(N(C2)C(C)C)=O